OC(C(CCCCC(=O)O)CO)C(COCCCCCCCCCCC(CCO)C)O 7,8-dihydroxy-9-((13-hydroxy-11-methyltridecyl)oxy)-6-(hydroxymethyl)nonanoic acid